4,8-difluoro-2,6-bis(4-propylcyclohexyl)-1,5-dihydropyrrolo[2,3-f]indole FC1=C2C(=C(C=3C=C(NC13)C1CCC(CC1)CCC)F)NC(=C2)C2CCC(CC2)CCC